Gadolinium(III) triflate [O-]S(=O)(=O)C(F)(F)F.[Gd+3].[O-]S(=O)(=O)C(F)(F)F.[O-]S(=O)(=O)C(F)(F)F